C(C)(C)(C)OC(=O)N[C@H](CC1=C(C2=NSC(=C2S1)N(C(OC(C)(C)C)=O)CC=1SC=CC1)C)CO tert-butyl N-{5-[(2R)-2-[(tert-butoxycarbonyl)amino]-3-hydroxypropyl]-6-methylthieno[3,2-c][1,2]thiazol-3-yl}-N-(thiophen-2-ylmethyl)carbamate